((S)-7-(3-chloro-6-(difluoromethoxy)-2-fluorophenyl)-5-oxo-2,3,5,8,9,9a-hexahydro-1H-pyrrolo[1,2-a]azepine-3-carboxamido)benzoate ClC=1C(=C(C(=CC1)OC(F)F)C=1CCC2N(C(C1)=O)[C@@H](CC2)C(=O)NC2=C(C(=O)[O-])C=CC=C2)F